(R)-1-(2-imidazole-1-yl-6-methyl-pyrimidine-4-yl)-pyrrolidine N1(C=NC=C1)C1=NC(=CC(=N1)N1CCCC1)C